sodium diisopropylnaphthalenesulfonate, sodium salt [Na+].C(C)(C)C=1C(=C(C2=CC=CC=C2C1)S(=O)(=O)[O-])C(C)C.[Na+].C(C)(C)C=1C(=C(C2=CC=CC=C2C1)S(=O)(=O)[O-])C(C)C